ClC=1C=CC(=C(C1)C1=CC(N2C(CC[C@@H]2C1)C(=O)OCC(=O)C1=C(C(=NC=C1)NC(C)=O)F)=O)N1N=NN=C1 2-(2-Acetamido-3-fluoropyridin-4-yl)-2-oxoethyl (8aR)-7-(5-chloro-2-(1H-tetrazol-1-yl)phenyl)-5-oxo-1,2,3,5,8,8a-hexahydroindolizine-3-carboxylate